2-[3-(difluoromethoxy)-5-methyl-pyrazol-1-yl]-6-[6-methoxy-5-[(6-methylpyridazin-3-yl)amino]benzimidazol-1-yl]pyridine-3-carbonitrile FC(OC1=NN(C(=C1)C)C1=NC(=CC=C1C#N)N1C=NC2=C1C=C(C(=C2)NC=2N=NC(=CC2)C)OC)F